C(C)NCC1=CC=NC=C1 4-(ethylaminomethyl)pyridine